OCCCOC1=C(C(=O)NN)C=C(C(=C1)C(=O)NN)OCCCO 2,5-bis(3-hydroxypropoxy)terephthalhydrazide